C(#N)C(C(=O)OCC([C@H](C[C@H]1C(NCCC1)=O)NC([C@@H](NC(=O)C=1NC2=CC=CC(=C2C1)OC)CC(C)C)=O)=O)(C)C (3S)-3-{[N-(4-methoxy-1H-indole-2-carbonyl)-L-leucyl]amino}-2-oxo-4-[(3S)-2-oxopiperidin-3-yl]butyl 2-cyano-2-methylpropanoate